2-[5-(trifluoromethyl)-2-thienyl]Ethanol FC(C1=CC=C(S1)CCO)(F)F